ClCC(=CCCCCCCCC)CCl 1-chloro-2-(chloromethyl)-2-undecene